C12(CC3CC(CC(C1)C3)C2)OC2=CC=CC3=CC=CC=C23 adamantyloxy-naphthalene